2-Amino-7-fluoro-4-(5-fluoro-3-((S)-1-((S)-1-methylpyrrolidin-2-yl)ethoxy)-7,9-dihydrofuro[3,4-f]quinazolin-6-yl)thieno[3,2-c]pyridine-3-carbonitrile NC1=C(C=2C(=NC=C(C2S1)F)C=1C2=C(C=3C=NC(=NC3C1F)O[C@@H](C)[C@H]1N(CCC1)C)COC2)C#N